ethyl 4-(bis(4-methoxybenzyl)amino)-2-(2-methoxypyridin-4-yl)thiazole-5-carboxylate COC1=CC=C(CN(C=2N=C(SC2C(=O)OCC)C2=CC(=NC=C2)OC)CC2=CC=C(C=C2)OC)C=C1